C(N)(=N)C1=CC=C(CNC(=O)C=2N=CN(C2)CC2=CC=C(C=C2)CCC#N)C=C1 N-(4-carbamimidoylbenzyl)-1-(4-(2-cyanoethyl)benzyl)-1H-imidazole-4-carboxamide